C(C)N(C(C(C)O)=O)CCN1CCC(CC1)C1=NNC2=CC(=CC=C12)F N-ethyl-N-{2-[4-(6-fluoro-1H-indazol-3-yl)piperidin-1-yl]ethyl}-2-hydroxy-propionamide